cyclopropyl-3-(p-tolyl)-1,2,4-triazole C1(CC1)C1=NC(=NN1)C1=CC=C(C=C1)C